3-(7-(2-(4-(4-amino-1-methyl-1H-pyrazole-5-carbonyl)piperazin-1-yl)-2-oxo-ethoxy)-1-methyl-1H-indazol-3-yl)piperidine-2,6-dione NC=1C=NN(C1C(=O)N1CCN(CC1)C(COC=1C=CC=C2C(=NN(C12)C)C1C(NC(CC1)=O)=O)=O)C